C(C)(C)(C)[As](Cl)Cl tertiary butyl-arsenic dichloride